5-(6-Bromo-2'-(methylsulfonyl)-5',8'-dihydrospiro[isochromane-4,7'-pyrano[4,3-d]pyrimidin]-4'-yl)-N,N-dimethyl-5,6,7,8-tetrahydro-4H-pyrazolo[1,5-a][1,4]diazepine-2-carboxamide BrC=1C=C2C(=CC1)COCC21CC=2N=C(N=C(C2CO1)N1CC=2N(CCC1)N=C(C2)C(=O)N(C)C)S(=O)(=O)C